tert-butyl N-[6-(2,5-dioxo-2,5-dihydro-1H-pyrrol-1-yl)hexanoyl]-L-valyl-N5-carbamoyl-L-ornithyl-L-lysinate O=C1N(C(C=C1)=O)CCCCCC(=O)N[C@@H](C(C)C)C(=O)N[C@@H](CCCNC(N)=O)C(=O)N[C@@H](CCCCN)C(=O)OC(C)(C)C